1-(1,3-Dioxan-2-yl)-2-methyl-propane-1-thiol O1C(OCCC1)C(C(C)C)S